CN(CCNC1=C(C=CC=C1[N+](=O)[O-])S(=O)(=O)NC1(CC1)CF)C [2-(dimethylamino)ethylamino]-N-[1-(fluoromethyl)cyclopropyl]-3-nitro-benzenesulfonamide